C1(=CC=CC=C1)C(CC(O)C1=CC=C(C=C1)Br)=O 1-phenyl-3-(4-bromophenyl)-3-hydroxy-1-propanone